C(C1=CC=CC=C1)N1N=CC2=CC(=CC=C12)[N+]#[C-] 1-BENZYL-5-ISOCYANO-1H-INDAZOLE